1-benzyl-5-[2-[2-(3,4-dichlorophenyl)pyrrolidin-1-yl]-2-oxoethyl]pyrrolidin-2-one C(C1=CC=CC=C1)N1C(CCC1CC(=O)N1C(CCC1)C1=CC(=C(C=C1)Cl)Cl)=O